OC[C@H]1N(C=C(C1)C(F)(F)F)C(=O)OC(C)(C)C (S)-tert-butyl 2-(hydroxymethyl)-4-(trifluoromethyl)-2,3-dihydro-1H-pyrrole-1-carboxylate